N-[(1H-indazol-7-yl)methyl]-3-(4-nitrophenyl)acrylamide N1N=CC2=CC=CC(=C12)CNC(C=CC1=CC=C(C=C1)[N+](=O)[O-])=O